ClC1=C(C=CC(=C1)CNCC(F)(F)F)N1C=NC(=C1)C1=NC(=NC=C1C(F)(F)F)NC1CCN(CC1)S(=O)(=O)C 4-(1-(2-Chloro-4-(((2,2,2-trifluoroethyl)-amino)methyl)phenyl)-1H-imidazol-4-yl)-N-(1-(methylsulfonyl)-piperidin-4-yl)-5-(trifluoromethyl)-pyrimidin-2-amine